1-(4-(5-amino-1H-pyrazol-3-yl)piperidin-1-yl)-2-morpholinoethan-1-one NC1=CC(=NN1)C1CCN(CC1)C(CN1CCOCC1)=O